C(C)(C)(C)OC(=O)N1CCN(CC1)C1=C(C=C(C=C1)C(=O)OC)F 4-(2-fluoro-4-(methoxycarbonyl)phenyl)piperazine-1-carboxylic acid tert-butyl ester